[Na].SC1=NC(=NC(=N1)S)S trimercapto-s-triazine sodium salt